9-(1-((4-fluoro-2-(1-methyl-1H-1,2,3-triazol-4-yl)phenyl)amino)ethyl)-N,N,4,7-tetramethyl-5-oxo-4,5-dihydroimidazo[1,5-a]quinazoline-3-carboxamide FC1=CC(=C(C=C1)NC(C)C=1C=C(C=C2C(N(C=3N(C12)C=NC3C(=O)N(C)C)C)=O)C)C=3N=NN(C3)C